ClC=1C=C(C=C(C1)Cl)C1=CC=C(C(=O)NCC(=O)N2CC3(OCCO3)C[C@H]2C(=O)OC)C=C1 methyl (8S)-7-[2-[[4-(3,5-dichlorophenyl)benzoyl]amino]acetyl]-1,4-dioxa-7-azaspiro[4.4]nonane-8-carboxylate